Methyl 4-(5,5-dimethyl-1,3,2-dioxaborinan-2-yl)-1-methyl-1H-pyrazole-5-carboxylate CC1(COB(OC1)C=1C=NN(C1C(=O)OC)C)C